C1(=CC=CC=C1)C(C1=CC=CC=C1)=NC=1C2=C(C(=NC1C)N)COC2 7-((diphenylmethylene)amino)-6-methyl-1,3-dihydrofuro[3,4-c]pyridin-4-amine